(S)-2-(2,4,6-trichlorophenyl)-4,5a,6,10b-tetrahydroindeno[2,1-b][1,2,4]triazolo[4,3-d][1,4]oxazine ClC1=C(C(=CC(=C1)Cl)Cl)N1N=C2N(C3[C@@H](OC2)CC2=CC=CC=C23)C1